3-{2-[(3S,4S)-3-{[4-(azetidine-3-sulfonyl)phenoxy]methyl}-4-methylpyrrolidin-1-yl]ethyl}-5-chlorobenzonitrile N1CC(C1)S(=O)(=O)C1=CC=C(OC[C@@H]2CN(C[C@H]2C)CCC=2C=C(C#N)C=C(C2)Cl)C=C1